C(CC(O)(C(=O)O)CC(=O)O)(=O)O.N1CC(CC1)B(O)O 3-pyrrolidineboronic acid citrate